C12C(C3CC(CC(C1)C3)C2)CC(=O)NCCN2CCC(CC2)[C@H](C)N2C(=C(C3=CC=CC=C23)C(=O)NCC=2C(NC(=CC2C)C)=O)C 1-((S)-1-(1-(2-(2-((1R,3S,5S,7S)-adamantan-2-yl)acetamido)ethyl)piperidin-4-yl)ethyl)-N-((4,6-dimethyl-2-oxo-1,2-dihydropyridin-3-yl)methyl)-2-methyl-1H-indole-3-carboxamide